FC1=CC=C(C=C1)C1(C2CCN(CC12)C1=CN=C2C(=N1)NN=C2C=2C=C1N=CC=NC1=CC2)CN (7-(4-fluorophenyl)-3-(3-(quinoxalin-6-yl)-1H-pyrazolo[3,4-b]pyrazin-6-yl)-3-azabicyclo[4.1.0]heptan-7-yl)methanamine